(S) or (R)-N'-((1,2,3,5,6,7-hexahydro-s-indacen-4-yl)carbamoyl)-2-methyl-1,2,3,4-tetrahydroisoquinoline-6-sulfonimidamide C1CCC2=C(C=3CCCC3C=C12)NC(=O)N=[S@@](=O)(N)C=1C=C2CCN(CC2=CC1)C |o1:16|